CN(C(O)=O)C=1C(=NC(=NC1N)C1=NN(C2=C(C=CC=C12)F)CC=1C=NC=NC1)N.FC1=C(C=CC=C1)NC(C1=CC=C(C=C1)C1=NOC(=N1)C(F)(F)F)=O N-(2-fluorophenyl)-4-[5-(trifluoromethyl)-1,2,4-oxadiazol-3-yl]benzamide methyl-(4,6-diamino-2-(7-fluoro-1-(pyrimidin-5-ylmethyl)-1H-indazol-3-yl)pyrimidin-5-yl)carbamate